N1C(NCC12CCNCC2)=O 1,3,8-triazaspiro[4.5]decan-2-one